(3S)-3-(3-amino-4-chlorophenyl)-3-cyclopropylpropanoic acid indanol salt C1(CCC2=CC=CC=C12)O.NC=1C=C(C=CC1Cl)[C@@H](CC(=O)O)C1CC1